hexyl butanoate Hexyl-Butyrate C(CCCCC)OC(CCC)=O.C(CCC)(=O)OCCCCCC